4-(3-chlorobenzyl)piperidine-4-carbonitrile hydrochloride Cl.ClC=1C=C(CC2(CCNCC2)C#N)C=CC1